C(C)(C)(C)NS(=O)(=O)C1=CC(=CC=C1)NC1=NC(=NC=C1C)NC1=CC=C(C=C1)N1CCC(CC1)N(C)CC1=CC=C(C=C1)C1C(NC(CC1)=O)=O N-(tert-butyl)-3-((2-((4-(4-((4-(2,6-dioxopiperidin-3-yl)benzyl)(methyl)amino)piperidin-1-yl)phenyl)amino)-5-methylpyrimidin-4-yl)amino)benzenesulfonamide